4,4,5,5-tetramethyl-2-(6,7,8-trifluoro-3-(methoxymethoxy)naphthalen-1-yl)-1,3,2-dioxaborolane CC1(OB(OC1(C)C)C1=CC(=CC2=CC(=C(C(=C12)F)F)F)OCOC)C